diphosphino oxide POP